6-(2-(3-Fluorophenyl)-5,6-dihydro-4H-pyrrolo[1,2-b]pyrazol-3-yl)-[1,2,4]triazolo[1,5-a]pyridine FC=1C=C(C=CC1)C=1C(=C2N(N1)CCC2)C=2C=CC=1N(C2)N=CN1